C12(CC3CC(CC(C1)C3)C2)NC(=O)C2=C(C(=NC=C2)C2=CC(=CC(=C2)F)F)N2C[C@@](CC2)(C)N N-(adamantan-1-yl)-3-[(3S)-3-amino-3-methylpyrrolidin-1-yl]-2-(3,5-difluorophenyl)pyridine-4-carboxamide